iminodioxazinedione N=C1C(C(NOO1)=O)=O